1,2-trans-dimethyl-aminocyclohexane tin(II) laurate C(CCCCCCCCCCC)(=O)[O-].[Sn+2].C[C@@]1([C@@H](CCCC1)C)N.C(CCCCCCCCCCC)(=O)[O-]